1-[3-(difluoromethoxy)phenyl]-3-isopropyl-N-(3-methyl-1,1-dioxo-thietan-3-yl)-2-oxo-benzimidazole-5-carboxamide FC(OC=1C=C(C=CC1)N1C(N(C2=C1C=CC(=C2)C(=O)NC2(CS(C2)(=O)=O)C)C(C)C)=O)F